CC=1C=C(OC2=C(C=C(C=C2)NC(CC2=CC=CC=C2)=O)S(N)(=O)=O)C=C(C1)C N-[4-(3,5-dimethylphenoxy)-3-sulfamoylphenyl]-2-phenylacetamide